P(=O)(OC1=C(C2=C(C(C=C(O2)C2=C(C=CC=C2)Cl)=O)C(=C1)O)C1C(CN(CC1)C)O)(OCC)OCC 2-(2-chlorophenyl)-5-hydroxy-8-(3-hydroxy-1-methylpiperidin-4-yl)-4-oxo-4H-benzopyran-7-yl diethyl phosphate